S1C2=C(C(=C1)B(O)O)C=CC=C2 benzo[b]thiophene-3-boronic acid